4-[3-[2,6-Dichloro-4-(3-oxa-6-azabicyclo[3.1.1]heptan-6-yl)benzoyl]-2,4-dihydro-1,3-benzoxazin-8-yl]-5-fluoro-2-(3-oxa-8-azabicyclo[3.2.1]octan-8-yl)benzoic acid ClC1=C(C(=O)N2COC3=C(C2)C=CC=C3C3=CC(=C(C(=O)O)C=C3F)N3C2COCC3CC2)C(=CC(=C1)N1C2COCC1C2)Cl